[F-].[Al+3].[Na+].[F-].[F-].[F-] Natrium-Aluminium Fluoride